1-(5-amino-2,3-dihydro-1H-inden-4-yl)-2-chloroethan-1-one NC=1C(=C2CCCC2=CC1)C(CCl)=O